N-[5-(3,5-difluorobenzyl)-1H-indazol-3-yl]-4-(tetrahydro-pyran-4-ylamino)-benzamide FC=1C=C(CC=2C=C3C(=NNC3=CC2)NC(C2=CC=C(C=C2)NC2CCOCC2)=O)C=C(C1)F